2-(7,8-dichloro-10-(cyanomethyl)-2-oxo-1,2,3,4,5,6-hexahydroazepino[4,5-b]indol-5-yl)acetic acid ClC1=C(C=C(C=2C3=C(NC12)C(CNC(C3)=O)CC(=O)O)CC#N)Cl